C(CC(C)C)OC([C@@H](NP(=O)(OC1=CC=CC=C1)Cl)CC(=O)OCCC(C)C)=O (Chloro(phenoxy)phosphoryl)-L-aspartic acid diisoamyl ester